ClC1=CC=CC(=N1)C1(CC1)C(=O)O 1-(6-chloropyridin-2-yl)cyclopropane-1-carboxylic acid